4,4,5,5-tetramethyl-2-(4-methylcyclohexen-1-yl)-1,3,2-dioxaborolane CC1(OB(OC1(C)C)C1=CCC(CC1)C)C